2,6-dichloro-1H-benzo[d]imidazole ClC1=NC2=C(N1)C=C(C=C2)Cl